(2E,4E,6R)-7-hydroxy-6-methylhepta-2,4-dien OC[C@@H](/C=C/C=C/C)C